C(C)(=O)N1[C@@H](CN(CC1)C(\C=C/Cl)=O)C1=CC(=CC(=C1)\C=C\C1=NC=CC=C1)Cl (Z)-1-((R)-4-acetyl-3-(3-chloro-5-((E)-2-(pyridin-2-yl)vinyl)phenyl)piperazin-1-yl)-3-chloroprop-2-en-1-one